1-(1-(4-Chloro-2,6-dimethylphenyl)-1H-pyrrol-2-yl)-2-(piperidin-1-yl)ethanone ClC1=CC(=C(C(=C1)C)N1C(=CC=C1)C(CN1CCCCC1)=O)C